(R)-1-(3-(2-((4-(4-methylpiperazin-1-yl)phenyl)amino)quinazolin-8-yl)pyrrolidin-1-yl)prop-2-en-1-one CN1CCN(CC1)C1=CC=C(C=C1)NC1=NC2=C(C=CC=C2C=N1)[C@@H]1CN(CC1)C(C=C)=O